2-(5-((4-benzylpiperidin-1-yl)methyl)-4H-1,2,4-triazol-3-yl)-1H-indol-5-ol C(C1=CC=CC=C1)C1CCN(CC1)CC=1NC(=NN1)C=1NC2=CC=C(C=C2C1)O